9,9-Bis(2-methoxycarbonylethyl)-2,7-dibromofluorene COC(=O)CCC1(C2=CC(=CC=C2C=2C=CC(=CC12)Br)Br)CCC(=O)OC